N=1C=NN2C1C=C(C=C2)OC2=C(C=C(C=C2)NC2=NC=NN1C2=C(C=C1)C=1CCN(CC1)C(\C=C\CN(C)C)=O)C (E)-1-(4-(4-((4-([1,2,4]triazolo[1,5-a]pyridin-7-yloxy)-3-methylphenyl)amino)pyrrolo[2,1-f][1,2,4]triazin-5-yl)-3,6-dihydropyridin-1(2H)-yl)-4-(dimethylamino)but-2-en-1-one